4-formyl-pyrimidine-2-carboxylic acid methyl ester COC(=O)C1=NC=CC(=N1)C=O